C1(CCCCC1)C[C@H](C(=O)N1CCC(CC1)(O)CN1C=NC(=CC1=O)C1=C(C=CC=C1)F)CC=C (R)-3-((1-(2-(cyclohexylmethyl)pent-4-enoyl)-4-hydroxypiperidin-4-yl)methyl)-6-(2-fluorophenyl)pyrimidin-4(3H)-one